OCC1CN(CCC1)C1=CC=CC(=N1)C1=CN=C2N1C=C(N=C2)C(=O)N 3-(6-(3-(Hydroxymethyl)piperidin-1-yl)pyridin-2-yl)imidazo[1,2-a]pyrazine-6-carboxamide